ClC1=CC2=C(N=C(S2)C(=O)NN)C=C1 6-chlorobenzo[d]thiazole-2-carbohydrazide